1-oxa-2,3-diazole O1N=NC=C1